CP(C1=C2N=CC=NC2=CC=C1NC=1C2=C(N=C(N1)NC=1C=C(C(=C3CCCOC13)N1CCOCC1)C)NC=C2)(C)=O Dimethyl-(6-((2-((6-methyl-5-morpholinochroman-8-yl)amino)-7H-pyrrolo[2,3-d]pyrimidin-4-yl)amino)quinoxalin-5-yl)phosphine oxide